1-(2,2-difluoroethyl)imidazolidin-2-one FC(CN1C(NCC1)=O)F